OCCCCC 5-hydroxypentan